(E)-2-decene-1-aldehyde C(\C=C\CCCCCCC)=O